9-chloro-N-(2,4-difluorobenzyl)-1-hydroxy-2,14-dioxo-2,7,12,14-tetrahydro-6H-6,13-methanobenzo[f]pyrido[1,2-a][1,4]diazonine-3-carboxamide ClC1=CC2=C(CN3C(C=4N(C(C2)C3)C=C(C(C4O)=O)C(=O)NCC4=C(C=C(C=C4)F)F)=O)C=C1